C(C)C1=C(C(=C(C(=C1)C)C)CC)O 2,6-diethyl-4,5-dimethylphenol